tert-butyl (S)-4-(1-(7-ethyl-6-oxo-5,6-dihydro-1,5-naphthyridin-3-yl)ethyl)piperazine-1-carboxylate C(C)C=1C(NC=2C=C(C=NC2C1)[C@H](C)N1CCN(CC1)C(=O)OC(C)(C)C)=O